C1=CC=CC=2C=CC=3C=4C=CC=CC4CC3C21 Benzofluoren